N-tert-butyl-6-(2,6-dimethylphenyl)-2,2,13-trioxo-9-oxa-2λ6-thia-3,5,12,19-tetrazatricyclo[12.3.1.14,8]nonadeca-1(18),4(19),5,7,14,16-hexaene-11-carboxamide C(C)(C)(C)NC(=O)C1COC2=CC(=NC(NS(C=3C=CC=C(C(N1)=O)C3)(=O)=O)=N2)C2=C(C=CC=C2C)C